(4-fluorophenyl)-N-(3-(imidazo[1,2-b]pyridazin-3-ylethynyl)-4-methylphenyl)-5-(methylsulfonyl)-1H-pyrazole-3-carboxamide FC1=CC=C(C=C1)N1N=C(C=C1S(=O)(=O)C)C(=O)NC1=CC(=C(C=C1)C)C#CC1=CN=C2N1N=CC=C2